5-amino-5-(ethoxycarbonyl)-8-(4-(4-(methylsulfonyl)benzyl)piperazin-1-yl)octylboronic acid NC(CCCCB(O)O)(CCCN1CCN(CC1)CC1=CC=C(C=C1)S(=O)(=O)C)C(=O)OCC